5-(1-acetylpiperidin-4-yl)-2-((2-(trimethylsilyl)ethoxy)methyl)-2,5-dihydro-4H-pyrazolo[4,3-c]pyridin-4-one C(C)(=O)N1CCC(CC1)N1C(C=2C(C=C1)=NN(C2)COCC[Si](C)(C)C)=O